ClC=1C=C(C=CC1Cl)C1OC2=CC=C(C=C2CC1)CN1CC(C1)C(=O)O 1-((2-(3,4-dichlorophenyl)chroman-6-yl)methyl)azetidine-3-carboxylic acid